5-(2-([1,1'-Biphenyl]-2-yloxy)-ethyl)bicyclo[2.2.1]hept-2-en C1(=C(C=CC=C1)OCCC1C2C=CC(C1)C2)C2=CC=CC=C2